(3S)-3-({2-[5-bromo-2-(trifluoromethoxy)phenyl][1,2,4]triazolo[1,5-c]quinazolin-5-yl}amino)azepan-2-one BrC=1C=CC(=C(C1)C1=NN2C(=NC=3C=CC=CC3C2=N1)N[C@@H]1C(NCCCC1)=O)OC(F)(F)F